7-bromo-5-chlorospiro[benzo[b][1,4]oxazine-2,1'-cyclopropan]-3(4H)-one BrC=1C=C(C2=C(OC3(CC3)C(N2)=O)C1)Cl